C(=C)OC(C)(C)CC tert-amyl vinyl ether